BrC1=C2C=CC=CC2=C(C2=CC=CC=C12)C1=CC2=C(OC3=C2C=CC=C3)C=C1 2-(10-bromoanthracen-9-yl)dibenzo[b,d]furan